1-propenoylpiperidine-4-carboxylic acid C(C=C)(=O)N1CCC(CC1)C(=O)O